bis(2-methoxy ethyl) ether COCCOCCOC